3-((13S,15R,E)-3-chloro-17-(hydroxyimino)-13-methyl-7,8,9,11,12,13,14,15,16,17-decahydro-6H-cyclopenta[a]phenanthren-15-yl)-N-(pyridin-2-yl)propanamide ClC=1C=CC=2C3CC[C@@]4(/C(/C[C@H](C4C3CCC2C1)CCC(=O)NC1=NC=CC=C1)=N/O)C